4,5-dichloro-2-(2,2,2-trifluoroethyl)pyridazin-3(2H)-one ClC=1C(N(N=CC1Cl)CC(F)(F)F)=O